2-aminopropylimidazole NC(CC=1NC=CN1)C